tert-butyl (3-fluorophenyl)(4-methoxy-3-(5-oxopyrrolidine-2-carboxamido)-benzyl)carbamate FC=1C=C(C=CC1)N(C(OC(C)(C)C)=O)CC1=CC(=C(C=C1)OC)NC(=O)C1NC(CC1)=O